4-((2-methoxyethyl)amino)cyclobut-3-ene-1,2-dione COCCNC1=CC(C1=O)=O